N1C=C(C2=CC=CC=C12)CC1C(NC(S1)=O)=O (Z)-5-((1H-indole-3-yl)methyl)thiazolidine-2,4-dione